(R)-3-(2-ethoxyphenoxy)piperidine hydrochloride Cl.C(C)OC1=C(O[C@H]2CNCCC2)C=CC=C1